N-[2-chloro-4-fluoro-3-[1-(1-[[2-(trimethylsilyl)ethoxy]methyl]imidazol-2-yl)imidazo[1,5-a]pyrazin-6-yl]phenyl]-5-fluoro-2-methoxypyridine-3-sulfonamide ClC1=C(C=CC(=C1C=1N=CC=2N(C1)C=NC2C=2N(C=CN2)COCC[Si](C)(C)C)F)NS(=O)(=O)C=2C(=NC=C(C2)F)OC